P(O)(=O)(OP(=O)(O)OP(=O)(O)O)OC[C@@H]1[C@H]([C@H]([C@@H](O1)C1=CN(C(=O)NC1=O)C)O)O.C(C)N1C(C2=C(C=C(C=C2C1)N1C=NC2=C1C=CC(=C2)C=2C=NN(C2)C)NCCO)=O 2-ethyl-7-(2-hydroxyethylamino)-5-[5-(1-methylpyrazol-4-yl)benzimidazol-1-yl]isoindolin-1-one N1-methylpseudouridine-5'-triphosphate